5-tert-butyl-N-(3-(2-phenylprop-2-yl)phenyl)-[1,1'-biphenyl]-2-amine C(C)(C)(C)C1=CC=C(C(=C1)C1=CC=CC=C1)NC1=CC(=CC=C1)C(C)(C)C1=CC=CC=C1